CC1=C(C(=O)O)C=CC(=C1)C=NNC(C1=C(C=CC(=C1)C(F)(F)F)Cl)=O.C(C)(C)C1=CC=C(C(=O)NN=CC2=CC=C(C(=O)OC)C=C2)C=C1 Methyl 4-((2-(4-isopropylbenzoyl)hydrazinylidene)methyl)benzoate (methyl 4-((2-(2-chloro-5-(trifluoromethyl)benzoyl)hydrazineylidene)methyl)benzoate)